BrC=1SC(=C(N1)C(=O)N)NC 2-bromo-5-(methylamino)thiazole-4-carboxamide